3-((3-((2-(dimethylamino)ethyl)amino)-1-(6-methoxy-3,4-dihydro-2H-benzo[b][1,4]oxazin-7-yl)-1H-pyrazolo[4,3-c]pyridin-6-yl)amino)pyrazin-2(1H)-one CN(CCNC1=NN(C2=C1C=NC(=C2)NC=2C(NC=CN2)=O)C=2C(=CC1=C(OCCN1)C2)OC)C